1-{[2-(4-methoxyphenyl)[1,2,4]triazolo[1,5-c]quinazolin-5-yl]amino}cyclopropane-1-carboxamide COC1=CC=C(C=C1)C1=NN2C(=NC=3C=CC=CC3C2=N1)NC1(CC1)C(=O)N